BrC1=CC(=C(C=C1)N1N=C2N=C(N(C(C2=C1)=O)C)N1CCOCC1)C 2-(4-bromo-2-methylphenyl)-5-methyl-6-morpholino-2,5-dihydro-4H-pyrazolo[3,4-d]pyrimidin-4-one